S1C(=NC2=C1C=CC=C2)C(C)N2C[C@@H](N(C[C@H]2CC)N2N=C1C(N(C(C=C1)=O)C)=C2)CC ((2S,5R)-4-(1-(benzo[d]thiazol-2-yl)ethyl)-2,5-diethylpiperazin-1-yl)-4-methyl-2,4-dihydro-5H-pyrazolo[4,3-b]pyridin-5-one